O-(2-propynyl)-L-tyrosine C(C#C)OC1=CC=C(C[C@H](N)C(=O)O)C=C1